ClC1=C2C(=NC=C1)NC(=C2)C2=CC(=CC=C2)S(=O)(=O)C 4-chloro-2-(3-(methylsulfonyl)phenyl)-1H-pyrrolo[2,3-b]pyridine